7β-Hydroxy-3-oxo-5β-cholanoyltaurine O[C@@H]1[C@H]2[C@@H]3CC[C@H]([C@@H](CCC(=O)NCCS(=O)(=O)O)C)[C@]3(CC[C@@H]2[C@]2(CCC(C[C@H]2C1)=O)C)C